4-(9-(1,5-dimethyl-1H-pyrazol-3-yl)-8-methyl-6-(2-(3-methylbenzylidene)hydrazinyl)-9H-purine-2-yl)morpholine CN1N=C(C=C1C)N1C2=NC(=NC(=C2N=C1C)NN=CC1=CC(=CC=C1)C)N1CCOCC1